N-(4-Phenylthiazol-2-yl)-4-(2,2,2-trifluoroacetamido)thiophene-3-carboxamide C1(=CC=CC=C1)C=1N=C(SC1)NC(=O)C1=CSC=C1NC(C(F)(F)F)=O